6-[(1S,2S)-2-(6-chloro-3-fluoro-imidazo[1,2-b]pyridazin-8-yl)cyclopropyl]-8-(trifluoromethyl)quinoline ClC=1C=C(C=2N(N1)C(=CN2)F)[C@@H]2[C@H](C2)C=2C=C1C=CC=NC1=C(C2)C(F)(F)F